C(C)(C)(C)OC(=O)N(CCC1=NC(=CC=C1[N+](=O)[O-])OC)CC1=C(C=CC(=C1)OC(F)(F)F)NC1=C(C(=O)OC)C=C(C(=C1)C(F)(F)F)F methyl 2-((2-(((tert-Butoxycarbonyl) (2-(6-methoxy-3-nitropyridin-2-yl) ethyl)-amino) methyl)-4-(trifluoromethoxy) phenyl) amino)-5-fluoro-4-(trifluoromethyl)-benzoate